4-((4-(1-Isopropyl-1H-pyrazol-4-yl)pyridin-2-yl)((4-(4-methoxy-3-methylphenyl)bicyclo[2.2.2]octan-1-yl)methyl)carbamoyl)cyclohexanecarboxylic acid C(C)(C)N1N=CC(=C1)C1=CC(=NC=C1)N(C(=O)C1CCC(CC1)C(=O)O)CC12CCC(CC1)(CC2)C2=CC(=C(C=C2)OC)C